5,6-dihydroxycyclohex-5-en OC=1CCCCC1O